2,6,6-trimethylspiro[bicyclo[3.1.1]heptane-3,1'-cyclohexan] CC1C2C(C(CC13CCCCC3)C2)(C)C